4-(4-(4-(2-(2-Aminopyridin-3-yl)-5-(2-chlorophenyl)-3H-imidazo[4,5-b]pyridin-3-yl)benzyl)piperazin-1-yl)-2-hydroxybenzaldehyde NC1=NC=CC=C1C1=NC=2C(=NC(=CC2)C2=C(C=CC=C2)Cl)N1C1=CC=C(CN2CCN(CC2)C2=CC(=C(C=O)C=C2)O)C=C1